1-[1-(2-fluorobenzoyl)piperidin-4-yl]-3-[2-(3-fluorophenyl)cyclopropyl]urea FC1=C(C(=O)N2CCC(CC2)NC(=O)NC2C(C2)C2=CC(=CC=C2)F)C=CC=C1